cis-ethyl 1-(dimethylamino)-6-fluoro-3-(2-(trifluoromethyl)phenyl)-2,3-dihydro-1H-indene-5-carboxylate CN([C@@H]1C[C@@H](C2=CC(=C(C=C12)F)C(=O)OCC)C1=C(C=CC=C1)C(F)(F)F)C